C(C)N1C(=NC(=C1)C(F)(F)F)C1=CC=C(CN2C=3N(CCC2)N=C(C3)C3=C(C=NN3C)C(C)C)C=C1 4-(4-(1-ethyl-4-(trifluoromethyl)-1H-imidazol-2-yl)benzyl)-2-(4-isopropyl-1-methyl-1H-pyrazol-5-yl)-6,7-dihydropyrazolo[1,5-a]pyrimidin